FC(C=1C=C(C=CC1)C=1N=C2N(C(C1C)=O)C=C(C=C2C(C)NC2=C(C(=O)O)C=CC=C2)C)F 2-((1-(2-(3-(difluoromethyl)phenyl)-3,7-dimethyl-4-oxo-4H-pyrido[1,2-a]pyrimidin-9-yl)ethyl)amino)benzoic acid